4-((1r,5s)-3,8-diazabicyclo[3.2.1]octan-3-yl)-6-(1-methyl-1H-pyrazol-4-yl)pyrazolo[1,5-a]pyrazine hydrochloride Cl.[C@H]12CN(C[C@H](CC1)N2)C=2C=1N(C=C(N2)C=2C=NN(C2)C)N=CC1